CN(C1=CC=C(C=C(C=O)CCCCC)C=C1)C 2-(4-(dimethylamino)benzylidene)heptaldehyde